C1(CCCCC1)CCO[C@@H]([C@@H](C(=O)NC)NC(OCC1=CC=C(C=C1)[N+](=O)[O-])=O)C 4-nitrobenzyl ((2S,3R)-3-(2-cyclohexylethoxy)-1-(methylamino)-1-oxobutan-2-yl)carbamate